Ammoniomethacrylat [NH3+]C=C(C(=O)[O-])C